FC1CN(C1)CCC(C(C(=O)N[C@H](C(=O)O)C)N1N=CC=CC1=O)C(CC)C (S)-2-(3-(2-(3-fluoroazetidin-1-yl)ethyl)-5-methyl-6-oxo(pyridazin-1(6H)-yl)-4-methylpentanamido)propionic acid